bis-(2-methylaminoethyl)-methylamine CNCCN(C)CCNC